citric acid potassium bicarbonate potassium citrate carbon [C+4].C(CC(O)(C(=O)[O-])CC(=O)[O-])(=O)[O-].[K+].C([O-])(O)=O.[K+].C(CC(O)(C(=O)O)CC(=O)O)(=O)O